FC1=CC=CC=C1 p-fluorobenzol